C1OC(OC1)N1CCN(CC1)C=1C=C(C(=O)OC)C=CC1F methyl 3-(4-(2,4-dioxolan-3-yl) piperazin-1-yl)-4-fluorobenzoate